tert.Butyl (4-chloro-3,5-diaminobenzoate) ClC1=C(C=C(C(=O)OC(C)(C)C)C=C1N)N